Ethyl 2-(4-((4-(4-(trifluoromethyl) benzyl) piperazin-1-yl) methyl)-3,5-dimethylphenoxy)-2-methylpropionate FC(C1=CC=C(CN2CCN(CC2)CC2=C(C=C(OC(C(=O)OCC)(C)C)C=C2C)C)C=C1)(F)F